COC1=CC=C(CN2S(C=CC3=C2C=CC=C3)(=O)=O)C=C1 1-(4-methoxybenzyl)-1H-benzo[C][1,2]thiazine 2,2-dioxide